N'-acetyl-4-amino-N-[[2-fluoro-4-(trifluoromethyl)phenyl]methyl]-N',1-dimethyl-pyrazolo[4,3-c]quinoline-8-carbohydrazide C(C)(=O)N(N(C(=O)C1=CC=2C3=C(C(=NC2C=C1)N)C=NN3C)CC3=C(C=C(C=C3)C(F)(F)F)F)C